tributyl-(5-isopropoxypyrimidin-2-yl)stannane C(CCC)[Sn](C1=NC=C(C=N1)OC(C)C)(CCCC)CCCC